tert-butyl 6-[7-[4-fluoro-2-(2-methoxyethoxy)phenyl]-6-(trifluoromethylsulfonyloxy)thieno[3,2-c]pyridin-4-yl]-3,4-dihydro-1H-isoquinoline-2-carboxylate FC1=CC(=C(C=C1)C=1C2=C(C(=NC1OS(=O)(=O)C(F)(F)F)C=1C=C3CCN(CC3=CC1)C(=O)OC(C)(C)C)C=CS2)OCCOC